ethyl 1-[3-cyclopropyl-5-[(2-fluoro-2-methylpropyl)sulfamoyl]-7,8,9,10-tetrahydrobenzo[h]isoquinolin-7-yl]imidazole-4-carboxylate C1(CC1)C=1N=CC2=C3C(=CC(=C2C1)S(NCC(C)(C)F)(=O)=O)C(CCC3)N3C=NC(=C3)C(=O)OCC